2-(chloro-3-methyl-4-(N-(1-(1-methylpiperidin-4-yl)ethyl)sulfamoyl)phenyl)-2-methylbenzamide ClC1=C(C=CC(=C1C)S(NC(C)C1CCN(CC1)C)(=O)=O)C1(C(C(=O)N)C=CC=C1)C